2-(((5-bromothiophen-2-yl)methyl)amino)-N-((2,2-difluorobenzo[d][1,3]dioxol-5-yl)methyl)acetamide BrC1=CC=C(S1)CNCC(=O)NCC1=CC2=C(OC(O2)(F)F)C=C1